N-(2-(2-cyclohexyl-2-(2,5-dioxo-2,5-dihydro-1H-pyrrol-1-yl)acetamido)ethyl)-5-(hydroxymethyl)-2-nitrobenzamide C1(CCCCC1)C(C(=O)NCCNC(C1=C(C=CC(=C1)CO)[N+](=O)[O-])=O)N1C(C=CC1=O)=O